OC1=C(C(=O)O[C@H]2[C@@H](OC3=CC(=CC(=C3C2)O)O)C2=CC(=C(C(=C2)O)O)O)C=C(C(=C1)O)O (2S,3R)-5,7-dihydroxy-2-(3,4,5-trihydroxyphenyl)chroman-3-yl 2,4,5-trihydroxybenzoate